(R)-6-bromo-2-((pentyloxy)methyl)-2,3-dihydrobenzo[b][1,4]dioxine BrC1=CC2=C(O[C@@H](CO2)COCCCCC)C=C1